BrC=1C=2N(C=C(C1)S(=O)(=O)NC1(CC1)CF)C(=CN2)C=2SC(=NN2)C(F)F 8-bromo-3-(5-(difluoromethyl)-1,3,4-thiadiazol-2-yl)-N-(1-(fluoromethyl)cyclopropyl)imidazo[1,2-a]pyridin-6-sulfonamide